Cis-8-dimethylamino-3-[4-methyl-6-(trifluoromethyl)-pyridin-3-yl]-8-m-tolyl-1,3-diazaspiro[4.5]decan-2-one CN(C1(CCC2(CN(C(N2)=O)C=2C=NC(=CC2C)C(F)(F)F)CC1)C=1C=C(C=CC1)C)C